CC(CCCC(=O)OCCC(CCC=C(C)C)C)CCC=C(C)C 3,7-dimethyloct-6-en-1-ol 3,7-dimethyloct-6-en-1-yl-acetate